C(C)(C)(C)OC(=O)N1[C@@H](C[C@@H](C1)C(=O)N1CCC(CC1)C(F)(F)F)COC(F)F (2S,4S)-2-((difluoromethoxy)methyl)-4-(4-(trifluoromethyl)piperidine-1-carbonyl)pyrrolidine-1-carboxylic acid tert-butyl ester